C(C1=CC=CC=C1)OC(OCC1=CC=CC=C1)(OCC1=CC=CC=C1)CNC(=O)OC(C)(C)C tribenzyloxymethyl-(t-butoxycarbonylamino)methane